FC=1C(=C(C=O)C=C(C1)C(=O)N1C[C@@H](OCC1)C1=CC=C(C=C1)N1CCCC1)O |o1:13| rel-(S)-3-fluoro-2-hydroxy-5-(2-(4-(pyrrolidin-1-yl)phenyl)morpholine-4-carbonyl)benzaldehyde